COC(C(=O)N1CCOC2=C(C1)C=NC=C2C#N)(CC)C 4-(2-Methoxy-2-methyl-butyryl)-3,5-dihydro-2H-pyrido[3,4-f][1,4]oxaazepine-9-Carbonitrile